(R)-4-(3-aminopiperidin-1-yl)-5,8-dihydropyrido[3,4-d]pyrimidine-7(6H)-carboxylic acid tert-butyl ester C(C)(C)(C)OC(=O)N1CC=2N=CN=C(C2CC1)N1C[C@@H](CCC1)N